3-((3-fluoro-4-((6-(trifluoromethyl)pyridin-3-yl)oxy)benzyl)oxy)-7,8-dihydro-1H,6H,9H-7,8a-methanopyrrolo[1',2':3,4]imidazo[1,2-c]pyrimidin-1-one FC=1C=C(COC=2C=C3N(C(N2)=O)CC24N3CC(C2)C4)C=CC1OC=1C=NC(=CC1)C(F)(F)F